azobisisobutyramidine hydrochloride sodium salt [Na+].Cl.N(=NC(C(=N)[NH-])(C)C)C(C(=N)[NH-])(C)C.[Na+]